S1CNC2C1=CC=CC2 tetrahydro-1,3-benzothiazole